FC1=CC=C(C=C1)NC(=S)N1CC2(C1)CN(C2)C2COC2 N-(4-fluorophenyl)-6-(oxetan-3-yl)-2,6-diazaspiro[3.3]heptan-2-carbothioamide